S[C@@H]1C[C@H](N(C1)C(=O)OC(C)(C)C)C(=O)OC 1-(tert-butyl) 2-methyl (2S,4R)-4-mercaptopyrrolidine-1,2-dicarboxylate